ClC=1C=C(C=CC1)C1=CC(=CC=C1)C1=NC2=C3N=CC=CC3=CC=C2C=C1 2-(3'-chloro-[1,1'-biphenyl]-3-yl)-1,10-phenanthroline